5-((2-(1-ethyl-1H-pyrazol-4-yl)pyridin-4-yl)oxy)pyridin-2-amine C(C)N1N=CC(=C1)C1=NC=CC(=C1)OC=1C=CC(=NC1)N